6-(tributylstannyl)-picolinenitrile C(CCC)[Sn](C1=CC=CC(=N1)C#N)(CCCC)CCCC